NC1=C(C=CC=C1C(=O)NCC1=CC=CC=C1)C1=CC(=CC=C1)[N+](=O)[O-] amino-N-benzyl-3'-nitro-[1,1'-biphenyl]-3-carboxamide